C1(CC1)C1=CC(=CC(=N1)C=1OC2=C(N1)C=C(C=C2F)C(C)=O)C2=C(C=C(C=C2)F)C2=NN=CN2C 1-(2-{6-Cyclopropyl-4-[4-fluoro-2-(4-methyl-1,2,4-triazol-3-yl)phenyl]pyridin-2-yl}-7-fluoro-1,3-benzoxazol-5-yl)ethanone